3-methyl-2-nitro-2-pentene CC(=C(C)[N+](=O)[O-])CC